OC1=CC=C(C=C1)N(C(=O)C=1C=C(N(C1C)C)C1=C(C=C(CNC(OC2=CC=C(C=C2)C)=O)C=C1)C(=O)N1CC2=CC=CC=C2C[C@H]1C)C 4-Methylphenyl (4-{4-[(4-hydroxyphenyl)(methyl)carbamoyl]-1,5-dimethyl-1H-pyrrol-2-yl}-3-{[(3R)-3-methyl-3,4-dihydroisoquinolin-2(1H)-yl]-carbonyl}benzyl)carbamate